C(C)SC(CC1CC(=C(C(C1)=O)CCCC(C)C)O)C 5-(2-ethylthiopropyl)-3-hydroxy-2-(4-methylpentyl)-cyclohex-2-enone